CC1=CC(=NN1)NC1=NC=NC2=CC=CC=C12 N-(5-methyl-1H-pyrazol-3-yl)quinazoline-4-amine